Tert-butyl 7-(4-chloro-2,5-difluorophenyl)-2,7-diazaspiro[3.5]nonane-2-carboxylate ClC1=CC(=C(C=C1F)N1CCC2(CN(C2)C(=O)OC(C)(C)C)CC1)F